(4-isopropyltoluene) ruthenium iodide [Ru](I)(I)I.C(C)(C)C1=CC=C(C)C=C1